ClC1=C(N=C2C=C(C(=NC2=C1N[C@@H](C)C1=NC=CC=C1F)C=1C=CC(=NC1)P(C)(C)=O)F)C (S)-(5-(7-chloro-3-fluoro-8-((1-(3-fluoropyridin-2-yl)ethyl)amino)-6-methyl-1,5-naphthyridin-2-yl)pyridin-2-yl)dimethylphosphine oxide